benzyl (S)-(5-amino-1-(4-phenoxyphenyl)pentyl)carbamate NCCCC[C@@H](C1=CC=C(C=C1)OC1=CC=CC=C1)NC(OCC1=CC=CC=C1)=O